C(C)N1C(N=C(C=C1)NC1=CC(=NC=2C=CNC(C12)=O)C1=C(C=C(C(=C1)OC)C(=O)N1CCCCC1)F)=O 4-((1-ethyl-2-oxo-1,2-dihydropyrimidin-4-yl)amino)-2-(2-fluoro-5-methoxy-4-(piperidine-1-carbonyl)phenyl)-1,6-naphthyridin-5(6H)-one